4-methyl-8-(morpholine-4-sulfonyl)-2-(4-nitrophenyl)-1H,2H,3H-pyrrolo[3,4-c]quinoline-1,3-dione CC1=NC=2C=CC(=CC2C2=C1C(N(C2=O)C2=CC=C(C=C2)[N+](=O)[O-])=O)S(=O)(=O)N2CCOCC2